The molecule is a steroid phosphate oxoanion which is the dianion obtained by deprotonation of the phosphate OH groups of cortisol phosphate. It is a conjugate base of a cortisol phosphate. C[C@]12CCC(=O)C=C1CC[C@@H]3[C@@H]2[C@H](C[C@]4([C@H]3CC[C@@]4(C(=O)COP(=O)([O-])[O-])O)C)O